Br.N1(CCNCCNCC1)CC1=CC=C(C(=O)OCC)C=C1 ethyl 4-((1,4,7-triazacyclononan-1-yl)methyl)benzoate hydrobromide salt